5-[4-(difluoromethoxy)-2,3-difluoro-phenyl]-N-[3-ethyl-4-[4-[1-methyl-1-(pyrrolidin-3-ylmethyl)piperidin-1-ium-4-carbonyl]piperazine-1-carbonyl]phenyl]-1-methyl-imidazole-2-carboxamide FC(OC1=C(C(=C(C=C1)C1=CN=C(N1C)C(=O)NC1=CC(=C(C=C1)C(=O)N1CCN(CC1)C(=O)C1CC[N+](CC1)(CC1CNCC1)C)CC)F)F)F